(5aS,6R,11bS)-14-(cyclopropylmethyl)-5a-hydroxy-1,2,3,4,5,5a,6,7-octahydro-6,11b-(epiminoethano)naphtho[1,2-d]azepine-10-carboxamide C1(CC1)CN1CC[C@]23CCNCC[C@]2([C@H]1CC1=CC=C(C=C13)C(=O)N)O